5-(3-(2,5-dichloro-4,6-dimethyl-1-oxidopyridin-3-yl)-1,2,4-oxadiazol-5-yl)-2-hydroxy-3-nitrophenyl phosphate, disodium salt [Na+].[Na+].P(=O)(OC1=C(C(=CC(=C1)C1=NC(=NO1)C=1C(=[N+](C(=C(C1C)Cl)C)[O-])Cl)[N+](=O)[O-])O)([O-])[O-]